4-[N-(2-cyanoethyl)sulfamoyl]-N-[6-(morpholinomethyl)benzothiazol-2-yl]Benzamide ethyl-2-(4-bromophenyl)-2-diazoacetate C(C)OC(C(=[N+]=[N-])C1=CC=C(C=C1)Br)=O.C(#N)CCNS(=O)(=O)C1=CC=C(C(=O)NC=2SC3=C(N2)C=CC(=C3)CN3CCOCC3)C=C1